ClC1=C(C=CC(=C1)OC)NN (2-Chloro-4-methoxyphenyl)hydrazine